Sodium Lauric Acid C(CCCCCCCCCCC)(=O)O.[Na]